N[C@@H](CCC(=O)N[C@H](C(=O)N[C@H](C(=O)OC(C)C)CCC(C=[N+]=[N-])=O)CCC(C=[N+]=[N-])=O)C(=O)OC(C)C Isopropyl (S)-2-((S)-2-((S)-4-amino-5-isopropoxy-5-oxopentanamido)-6-diazo-5-oxohexanamido)-6-diazo-5-oxohexanoate